phenyl-diphenyl-sulfonium hexafluorophosphate F[P-](F)(F)(F)(F)F.C1(=CC=CC=C1)[S+](C1=CC=CC=C1)C1=CC=CC=C1